COC1=NC(=CC(=C1)C(C)C)OC 2-(2,6-dimethoxypyridin-4-yl)propan